OC=1C=CC2=C(N=CS2=O)C1 5-Hydroxybenzothiazolone